NC1=C(C=2C(=NC=C(C2S1)F)C=1C2=C(C=3C=NC(=NC3C1Cl)N1CC3(CCN3C)CC1)COC2)C#N 2-Amino-4-(5-chloro-3-(1-methyl-1,6-diaza-spiro[3.4]octan-6-yl)-7,9-dihydrofuro[3,4-f]quinazolin-6-yl)-7-fluoro-thieno[3,2-c]pyridine-3-carbonitrile